methyl 4-((2S,4S)-4-((5-chloropyridin-2-yl)oxy)-2-((difluoromethoxy)methyl)pyrrolidin-1-yl)benzoate ClC=1C=CC(=NC1)O[C@H]1C[C@H](N(C1)C1=CC=C(C(=O)OC)C=C1)COC(F)F